2-(9-Bromo-8-chloro-5,6-dihydro-4H-[1,4]oxazepino[5,6,7-de]quinazolin-4-yl)-N,N-dimethylethan-1-amine BrC=1C(=C2C=3C(=NC=NC3C1)N(CCO2)CCN(C)C)Cl